para-hydroxymethyl-aminophenoxycyclotriphosphazene OCC1=CC=C(OP2(=NP=NP=N2)N)C=C1